4-aminobutyric acid-2-hexyldecyl ester hydrochloride Cl.C(CCCCC)C(COC(CCCN)=O)CCCCCCCC